CC(CC(C)(C)C)(C)OOC(CCCCCC(C)C)=O 1,1,3,3-tetramethylbutylperoxyisononanoate